C(C=C)(=O)OCCOCCOCC diethyleneglycol monoethyl ether acrylate